lauroyl-glutamic acid C(CCCCCCCCCCC)(=O)N[C@@H](CCC(=O)O)C(=O)O